BrC1=C(C(=C(C=C1F)N1CCN(CC1)C(=O)OC(C)(C)C)C)F tert-butyl 4-(4-bromo-3,5-difluoro-2-methylphenyl)piperazine-1-carboxylate